3-chloro-5-bromobenzotrifluoride ClC=1C=C(C=C(C1)Br)C(F)(F)F